4-(4-morpholino-1-((2-(trimethylsilyl)ethoxy)methyl)-1H-pyrrolo[3,2-c]pyridin-2-yl)-N-(2,2,2-trifluoro-1-(piperidin-4-yl)ethyl)aniline O1CCN(CC1)C1=NC=CC2=C1C=C(N2COCC[Si](C)(C)C)C2=CC=C(NC(C(F)(F)F)C1CCNCC1)C=C2